N-[3-fluoro-5-(1,1,2,2,3,3,3-heptafluoropropyl)pyridin-2-yl]-2-({1-[(2R)-2-hydroxypropyl]-1H-1,2,3,4-tetrazol-5-yl}sulfanyl)-5-nitrobenzamide FC=1C(=NC=C(C1)C(C(C(F)(F)F)(F)F)(F)F)NC(C1=C(C=CC(=C1)[N+](=O)[O-])SC1=NN=NN1C[C@@H](C)O)=O